C(CC)OC(=O)OOC(=O)OCCC.BrC1=CC=C(C2=CC=CC=C12)CN1C=CC2=CC=CC=C12 1-(4-bromonaphthalene-1-yl)methyl-1H-indole di-n-propylperoxydicarbonate